C(C1=CC=CC=C1)O[C@H]1[C@H](O[C@@H]2C([C@@H]2[C@H]1OCC1=CC=CC=C1)(Cl)Cl)COCC1=CC=CC=C1 (1S,3R,4R,5R,6R)-4,5-bis(benzyloxy)-3-((benzyloxy)methyl)-7,7-dichloro-2-oxabicyclo[4.1.0]heptane